C(C1=CC=CC=C1)OC(=O)N[C@@H](CC(=O)O)C(=O)NC(C(=O)NCC1=C(C=CC(=C1)OCCC1CNCCC1)C)CCC1=NC=CN=C1 (3S)-3-(((benzyloxy)carbonyl)amino)-4-((1-((2-methyl-5-(2-(piperidin-3-yl)ethoxy)benzyl)amino)-1-oxo-4-(pyrazin-2-yl)butan-2-yl)amino)-4-oxobutanoic acid